NC1=C2CN(CC2=CC=C1)C1C(N(C(CC1)=O)C)=O 4-Amino-2-(1-Methyl-2,6-Dioxopiperidin-3-Yl)Isoindoline